C(C)(=O)S[C@H]([C@@H](C(=O)OC)NC(=O)OC(C)(C)C)C Methyl (2R,3S)-3-(acetylthio)-2-((tert-butoxycarbonyl)amino)butanoate